5,6-dimethyl-2-phenyl-1H-benzo[d]imidazole CC1=CC2=C(NC(=N2)C2=CC=CC=C2)C=C1C